C1C(CCC2=CC=CC=C12)NP(C1=CC=C(C=C1)[Si](CCC)(CCC)CCC)C1=CC=C(C=C1)[Si](CCC)(CCC)CCC N-(1,2,3,4-tetrahydronaphthalen-2-yl)-1,1-bis(4-(tripropylsilyl)phenyl)phosphanamine